C12(C(=O)CC(CC1)C2(C)C)CS(=O)(=O)[O-] (+-)-10-camphorsulfonate